ClC=1C=C(C#N)C=C(C1)C(C)(C)C1=CC=C(C=C1)OCC1=NC(=NC=C1)N1CCN(CC1)CC1CN(CC1)C1CNCCC1 3-Chloro-5-(2-(4-((2-(4-((1-(piperidin-3-yl)pyrrolidin-3-yl)methyl)piperazine-1-yl)pyrimidin-4-yl)methoxy)phenyl)propan-2-yl)benzonitrile